(R)-3-(pyrimidin-4-yl)-5-(8-(pyrrolidin-2-yl)isochroman-6-yl)pyridin-2-amine N1=CN=C(C=C1)C=1C(=NC=C(C1)C=1C=C2CCOCC2=C(C1)[C@@H]1NCCC1)N